COC1CN(C1)C=1C=CC(=NC1OCC1COC1)C(=O)O 5-(3-Methoxyazetidin-1-yl)-6-(oxetan-3-ylmethoxy)picolinic acid